((1r,3r)-3-aminocyclobutyl)(4-(3-methyl-5-(trifluoromethyl)pyridin-2-yl)piperazin-1-yl)methanone NC1CC(C1)C(=O)N1CCN(CC1)C1=NC=C(C=C1C)C(F)(F)F